ClC1=C(C=CC(=C1)F)[C@@H]1[C@H](CCC(C1)(C)C)C(=O)N1CCC2(CN(C2)C(C=C)=O)CC1 (7-((1S,2S)-2-(2-chloro-4-fluorophenyl)-4,4-dimethylcyclohexane-1-carbonyl)-2,7-diazaspiro[3.5]nonan-2-yl)prop-2-en-1-one